isobutyl (1,2-dimethyl-3-oxocyclopentyl)acetate CC1(C(C(CC1)=O)C)CC(=O)OCC(C)C